NC=1N=C(C2=C(N1)C(=CS2)C2=CC=C(C=C2)C[C@@H](C(=O)OCC)NC(=O)OC(C)(C)C)O[C@@H](C(F)(F)F)C2=C(C=C(C=C2)Cl)N2N=C(C=C2)C Ethyl (S)-3-(4-(2-amino-4-((R)-1-(4-chloro-2-(3-methyl-1H-pyrazole-1-yl)phenyl)-2,2,2-trifluoroethoxy)thieno[3,2-d]pyrimidine-7-yl)phenyl)-2-((tert-butoxycarbonyl)amino)propanoate